C1(=CC=CC=C1)C#CSC1=CC=CC=C1 Phenyl (phenylethynyl) sulfide